C(C)(=O)OC(COC1=C(C=C(C=C1Cl)S(=O)(=O)C1=CC=C(C=C1)OCC(CNC(C)=O)OC(C)=O)Cl)CCl 1-(4-((4-(3-acetamido-2-acetoxypropoxy)phenyl) sulfonyl)-2,6-dichlorophenoxy)-3-chloropropan-2-yl acetate